N,N,N'-Tricyclohexyl-p-phenylendiamin C1(CCCCC1)N(C1=CC=C(C=C1)NC1CCCCC1)C1CCCCC1